C1(CCCC=2C3=CC=CC=C3NC12)=NO 2,3,4,9-tetrahydro-1H-carbazole-1-one oxime